FC1=C(O[C@H]2C[C@]3([C@H](CN(C3)C[C@H](O)C=3C=C4CCC(NC4=CC3)=O)C2)O)C=CC=C1F 6-((R)-2-((3aR,5R,6aS)-5-(2,3-difluorophenoxy)-3a-hydroxyhexahydrocyclopenta[c]pyrrol-2(1H)-yl)-1-hydroxyethyl)-3,4-dihydroquinolin-2(1H)-one